N-[3-fluoro-4-[[7-methoxy-6-(2-methoxyethoxy)-1,5-naphthyridin-4-yl]oxy]phenyl]-5-(4-fluoro-2-methylphenyl)-6-methyl-4-oxo-1H-pyridazine-3-carboxamide FC=1C=C(C=CC1OC1=CC=NC2=CC(=C(N=C12)OCCOC)OC)NC(=O)C1=NNC(=C(C1=O)C1=C(C=C(C=C1)F)C)C